O1NOC2=C1C=CC(=C2)CCC(=O)NCC2=CC(=NO2)C2=C(C(=CC=C2F)F)F 3-(benzo[d][1,3]dioxazol-5-yl)-N-((3-(2,3,6-trifluorophenyl)isoxazol-5-yl)methyl)propanamide